N-(4-(1H-pyrazol-1-yl)benzyl)-4-((2-(3-(dimethylamino)phenoxy)ethoxy)methyl)-N-(3-methoxybenzyl)oxazol-2-amine N1(N=CC=C1)C1=CC=C(CN(C=2OC=C(N2)COCCOC2=CC(=CC=C2)N(C)C)CC2=CC(=CC=C2)OC)C=C1